FC=1C=C(C=CC1F)N1C(N([C@H](C1)C#N)C1=CN=CC2=CC=C(C=C12)S(=O)(=O)C)=O |r| Racemic-1-(3,4-difluorophenyl)-3-(6-(methylsulfonyl)isoquinolin-4-yl)-2-oxoimidazolidine-4-carbonitrile